3,4-diisopropylaniline C(C)(C)C=1C=C(N)C=CC1C(C)C